COC(C(C)(C)OCC1=NN(C(=C1)C1=CC(=CC=C1)OCC(C)C)CC1=CC=C(C=C1)N(C)C)=O.NCCC(CC)N 1,3-diaminopentane Methyl-2-[(1-[[4-(dimethylamino)phenyl]methyl]-5-[3-(2-methylpropoxy)phenyl]-1H-pyrazol-3-yl)methoxy]-2-methylpropanoate